di-(tert-butyl)(4-pentafluoroethoxyphenyl)phosphonium tetrafluoroborate F[B-](F)(F)F.C(C)(C)(C)[PH+](C1=CC=C(C=C1)OC(C(F)(F)F)(F)F)C(C)(C)C